tri-(2-methyl phenyl) phosphate P(=O)(OC1=C(C=CC=C1)C)(OC1=C(C=CC=C1)C)OC1=C(C=CC=C1)C